CN(CCN(C=1C(=CC(=C(C1)OCC)NC1=NC=CC(=N1)C=1C=C(C2=C(N(C(=N2)C)C(C)C)C1)F)N)C)C N1-(2-(dimethylamino)ethyl)-5-ethoxy-N4-(4-(4-fluoro-1-isopropyl-2-methyl-1H-benzo[d]imidazole-6-yl)pyrimidin-2-yl)-N1-methylbenzene-1,2,4-triamine